OC1=C(C=CC=C1)C=1C=C2C(=NN1)NC[C@H]1N2CCN(C1)C1=NC=CC(=N1)C1CCN(CC1)C1CC2(CC(C2)C(=O)O)C1 (R)-6-(4-(2-(2-(2-hydroxyphenyl)-6a,7,9,10-tetrahydro-5H-pyrazino[1',2':4,5]pyrazino[2,3-c]pyridazin-8(6H)-yl)pyrimidin-4-yl)piperidin-1-yl)spiro[3.3]heptane-2-carboxylic acid